3-(3-Chloro-4-fluorobenzyl)-1-(1-(7,8-difluoro-1-oxo-1,2-dihydroisoquinolin-4-yl)ethyl)-1-methylurea ClC=1C=C(CNC(N(C)C(C)C2=CNC(C3=C(C(=CC=C23)F)F)=O)=O)C=CC1F